C(C)(C)(C)C1N(CCCC1)C1=C(C=NC=C1F)Br tert-butyl-1-(3-bromo-5-fluoro-4-pyridyl)piperidine